FC1(CCC(CC1)NS(=O)(=O)C1=CC2=C(N=CS2)C=C1)F N-(4,4-difluorocyclohexyl)benzo[d]Thiazole-6-sulfonamide